BrC1=NC(=CC=C1)C1=NN=CN1C1=CC(=CC=C1)F 2-Bromo-6-(4-(3-fluorophenyl)-4H-1,2,4-triazol-3-yl)pyridine